(1-ethyl-1-propenyl)-benzene C(C)C(=CC)C1=CC=CC=C1